(R)-6-chloro-5-cyclobutyl-N-(piperidin-3-yl)pyridazin-3-amine ClC1=C(C=C(N=N1)N[C@H]1CNCCC1)C1CCC1